C(#N)C1=NC(=C(C2=CC(=CC=C12)OC1=C(C=CC=C1C)C)O)C(=O)NCC(=O)O {[1-Cyano-6-(2,6-dimethyl-phenoxy)-4-hydroxy-isoquinoline-3-carbonyl]-amino}-acetic acid